di-n-butylbis(methoxymethyl)silane C(CCC)[Si](COC)(COC)CCCC